(1R,3S,5R)-2-(2-(3-acetyl-7-methyl-5-(5-(methylsulfonyl)pyridin-3-yl)-1H-indazol-1-yl)acetyl)-N-(6-bromo-3-methylpyridin-2-yl)-5-methyl-2-azabicyclo[3.1.0]hexane-3-carboxamide C(C)(=O)C1=NN(C2=C(C=C(C=C12)C=1C=NC=C(C1)S(=O)(=O)C)C)CC(=O)N1[C@@H]2C[C@@]2(C[C@H]1C(=O)NC1=NC(=CC=C1C)Br)C